C1(C=CC=C1)I cyclopentadienyl iodide